3-(5-((5-benzhydryl-hexahydropyrrolo[3,4-c]pyrrol-2(1H)-yl)methyl)-6-fluoro-1-oxoisoindolin-2-yl)piperidine-2,6-dione C(C1=CC=CC=C1)(C1=CC=CC=C1)N1CC2C(C1)CN(C2)CC=2C=C1CN(C(C1=CC2F)=O)C2C(NC(CC2)=O)=O